ClC=1C(=C2C=NNC2=C(C1F)NC(C)C)C1=CC=2N(C=C1)N=C(C2)NC(=O)C2C(C2)F N-(5-(5-chloro-6-fluoro-7-(isopropylamino)-1H-indazol-4-yl)pyrazolo[1,5-a]pyridin-2-yl)-2-fluorocyclopropane-1-carboxamide